N[C@@H](CS)C(=O)O.[Hf] hafnium cysteine